ClC1=C(C=CC(=C1)F)C1(NC(C=2C1=C(C=C1CN(C(NC21)=O)CC(F)F)C2=C(C(=O)N)C=C(C=C2C(F)(F)F)F)=O)O [7-(2-chloro-4-fluorophenyl)-3-(2,2-difluoroethyl)-7-hydroxy-2,9-dioxo-2,3,4,7,8,9-hexahydro-1H-pyrrolo[4,3-h]quinazolin-6-yl]-5-fluoro-3-(trifluoromethyl)benzamide